Methyl 2-methanesulfonyl-7-oxo-8-phenyl-5-[2-(triisopropylsilyl)ethynyl]pyrido[2,3-d]pyrimidine-6-carboxylate CS(=O)(=O)C=1N=CC2=C(N1)N(C(C(=C2C#C[Si](C(C)C)(C(C)C)C(C)C)C(=O)OC)=O)C2=CC=CC=C2